OC1=CC=C(C=C1)OC(C=C)=O.FC=1C=C(C(=NC1)OC)C#CC 5-fluoro-2-methoxy-3-(prop-1-yn-1-yl)pyridine 4-Hydroxyphenyl-acrylate